(R)-7-((1-(6-cyanopyridazin-3-yl)-3,3-dimethylpiperidin-4-yl)amino)-2-(6-methoxypyridin-3-yl)pyrazolo[1,5-a]pyrimidine-6-carboxamide C(#N)C1=CC=C(N=N1)N1CC([C@@H](CC1)NC1=C(C=NC=2N1N=C(C2)C=2C=NC(=CC2)OC)C(=O)N)(C)C